2-[1-[3-ethyl-6-methyl-2-(1,4-oxazepan-4-yl)-4-oxo-quinazolin-8-yl]ethylamino]benzoic acid C(C)N1C(=NC2=C(C=C(C=C2C1=O)C)C(C)NC1=C(C(=O)O)C=CC=C1)N1CCOCCC1